C(C=C)(=O)OCCCC(C)O[Si](OCC)(OCC)C γ-acryloyloxypropylmethyltriethoxysilane